C1(=CC=CC=C1)C1=NN(C(C1)C=1SC=CC1)C=1SC=C(N1)C1=CC=CC=C1 3-phenyl-1-(4-phenyl-2-thiazolyl)-5-(2-thienyl)-4,5-dihydro-pyrazole